BrC1=NC(=C2N1CCN(C2)C(=O)OC(C)(C)C)C(F)(F)F tert-Butyl 3-bromo-1-(trifluoromethyl)-5,6-dihydroimidazo[1,5-a]pyrazine-7(8H)-carboxylate